C(CC)(=O)OC[C@H]1O[C@H]([C@]([C@@H]1OC(CC1CCCCC1)=O)(C)F)N1C2=NC(=NC(=C2N=C1)NC)N ((2R,3R,4R,5R)-5-(2-amino-6-(methylamino)-9H-purin-9-yl)-3-(2-cyclohexylacetoxy)-4-fluoro-4-methyltetrahydrofuran-2-yl)methyl propionate